1,3-diisocyanato-methylbenzene N(=C=O)C1=C(C(=CC=C1)N=C=O)C